C(#N)C1(CC1)NS(=O)(=O)C=1C=CC=2N(C1)C(=NC2C2=CC1(CN(C1)C(C(C)C)=O)CC2)C=2SC(=NN2)C(F)(F)F N-(1-cyanocyclopropyl)-1-(2-isobutyryl-2-azaspiro[3.4]oct-5-en-6-yl)-3-(5-(triFluoromethyl)-1,3,4-thiadiazole-2-yl)imidazo[1,5-a]pyridine-6-sulfonamide